3-(7-bromo-5-ethoxy-1-oxoisoindolin-2-yl)piperidine-2,6-dione BrC=1C=C(C=C2CN(C(C12)=O)C1C(NC(CC1)=O)=O)OCC